NC1C=2C=CC(=NC2C(CC1)OC1=CC=C(C=C1)C(F)(F)F)C#N 5-amino-8-{4-(trifluoromethyl)phenoxy}-5,6,7,8-tetrahydroquinoline-2-carbonitrile